3,3-Bis(4-methoxyphenyl)-10-[4-(4-(4-(trans-4-pentylcyclohexyl)phenyl)benzamido)-2-(trifluoromethyl)phenyl]-13,13-dimethyl-3,13-dihydro-indeno[2',3':3,4]naphtho[1,2-b]pyran COC1=CC=C(C=C1)C1(C=CC2=C(O1)C=1C=CC=CC1C1=C2C(C2=CC=C(C=C21)C2=C(C=C(C=C2)NC(C2=CC=C(C=C2)C2=CC=C(C=C2)[C@@H]2CC[C@H](CC2)CCCCC)=O)C(F)(F)F)(C)C)C2=CC=C(C=C2)OC